N1-(2-(4-methoxyphenyl)quinolin-4-yl)-N3,N3-bis(methyl-d3)propane-1,3-diamine COC1=CC=C(C=C1)C1=NC2=CC=CC=C2C(=C1)NCCCN(C([2H])([2H])[2H])C([2H])([2H])[2H]